N[C@@H](CC1=CC=CC=C1)C(=O)O |r| DL-phenylalanine